methyl (2S)-2-amino-5,5,5-trifluoro-pentanoate N[C@H](C(=O)OC)CCC(F)(F)F